Hydroxy-N6-threonyl-carbamoyl-adenosine OC1([C@@](O[C@@H]([C@H]1O)CO)(N1C=NC=2C(NC([C@@H](N)[C@H](O)C)=O)=NC=NC12)C(N)=O)O